(E)-1-(4-amino-1,2,5-oxadiazol-3-yl)-N'-(2-bromobenzylidene)-1H-1,2,3-triazole-4-carbohydrazide NC=1C(=NON1)N1N=NC(=C1)C(=O)N/N=C/C1=C(C=CC=C1)Br